β-(3,4-epoxycyclohexyl)ethyl-methoxyethoxydiisopropylsilane C1(CC2C(CC1)O2)CC[Si](C(C)C)(C(C)C)OCCOC